8-((4-bromo-2-fluorophenyl)amino)-7-methyl-3,4-dihydro-2,7-naphthyridine-1,6(2h,7h)-dione trifluoroacetate FC(C(=O)O)(F)F.BrC1=CC(=C(C=C1)NC=1N(C(C=C2CCNC(C12)=O)=O)C)F